S1C=NC2=C1C=C(C=C2)N2CN(CC1=C2C2=C(OC1=O)C=CC=C2)C2=CC=CC=C2 1-(benzothiazol-6-yl)-3-phenyl-3,4-dihydro-1H-benzopyrano[4,3-d]pyrimidin-5(2H)-one